NCCOCCOCCNC(OC(C)(C)C)=O tert-butyl N-{2-[2-(2-aminoethoxy)ethoxy]ethyl}carbamate